CC1=CC=C(C=C1)C(C)=NNC1=CC=C(C=C1)S(=O)(=O)N 4-(2-(1-(4-methylphenyl)ethylidene)hydrazino)benzenesulfonamide